C(CCCCCCCC#CCCCCCCCC)(=O)O octadecane-9-ynoic acid